C1(=CC=CC=C1)C(=COC1=CC=C(C=C1)CCCC)C 4-(4-((2-phenylprop-1-en-1-yl)oxy)phenyl)butan